[Na+].ClC1=C(C=C(C=C1)[N+](=O)[O-])S(=O)(=O)[O-] 2-chloro-5-nitrobenzenesulfonic acid sodium salt